BrC(C(=O)O)(C)C.BrC(C(=O)O)(C)C.BrC(C(=O)O)(C)C.OC(O)(O)CCC trihydroxymethyl-propane tris(2-bromoisobutyrate)